6-Chloro-N-(6-chloro-4-fluoropyridin-3-yl)-1H-indole-3-sulfonamide ClC1=CC=C2C(=CNC2=C1)S(=O)(=O)NC=1C=NC(=CC1F)Cl